Br.C(C)(=O)N acetamide monohydrobromide